6-(2-amino-6-fluoro-5-(4-(4-isopropylpiperazin-1-yl)phenyl)pyridin-3-yl)-8-fluoro-4-methylisoquinolin-1(2H)-one NC1=NC(=C(C=C1C=1C=C2C(=CNC(C2=C(C1)F)=O)C)C1=CC=C(C=C1)N1CCN(CC1)C(C)C)F